ClC1=C(C=CC(=C1)F)[C@@H]1[C@H](CN(C1)C)NC(=O)C=1C=C2C(=NC1)NN=C2C2=CC(=NC=C2)C N-((3R,4S)-4-(2-chloro-4-fluorophenyl)-1-methylpyrrolidin-3-yl)-3-(2-methylpyridin-4-yl)-1H-pyrazolo[3,4-b]pyridine-5-amide